O1C(=CC(=C1)C#CCN)C#CCN 3,3'-(furan-2,4-diyl)bis(prop-2-yn-1-amine)